CC1=CC(=CC=C1)C 2,6-Dimethylbenzene